cycloundecan-5,7-dione hydrochloride Cl.C1CCCC(CC(CCCC1)=O)=O